C1(=C(C=CC=C1)CC1=NN(C2=CC=C(C=C12)C(=O)N1C[C@@H](CC1)N(C)C)C1OCCCC1)C1=CC=CC=C1 (3-([1,1'-biphenyl]-2-ylmethyl)-1-(tetrahydro-2H-pyran-2-yl)-1H-indazol-5-yl)((R)-3-(dimethylamino)pyrrolidin-1-yl)methanone